C(C)(C)N1C(N(C=2N=NC=3C=CC=CC3C21)C)=O isopropyl-3-methyl-1,3-dihydro-2H-imidazo[4,5-c]cinnolin-2-one